NCCNC(CSC(CCC(=O)N([C@@H](C)C(=O)O)C)(C)C)=O N-(4-((2-((2-aminoethyl)amino)-2-oxoethyl)thio)-4-methylpentanoyl)-N-methyl-L-alanine